FC1=C(C(=O)NC)C=C(C=C1)C=1C=CC=C2C=NC(=NC12)NC=1C=CC2=C(CC[C@H](CC2)N2CCCC2)C1 (S)-2-fluoro-N-methyl-5-(2-((7-(pyrrolidin-1-yl)-6,7,8,9-tetrahydro-5H-benzo[7]annulen-2-yl)amino)quinazolin-8-yl)benzamide